2,2,2-trifluoro-N-((5-(trifluoromethyl)pyridin-2-yl)methyl)ethan-1-amine FC(CNCC1=NC=C(C=C1)C(F)(F)F)(F)F